3,4-dihydropyrrolo[1,2-a]pyrazine-1(2H)-one C1(C=2N(CCN1)C=CC2)=O